methyl (2S)-2-(2-methyl-6-nitro-phenoxy)propanoate CC1=C(O[C@H](C(=O)OC)C)C(=CC=C1)[N+](=O)[O-]